tert-Butyl (3R)-3-[(6-chloro-5-ethyl-pyridazin-3-yl)amino]piperidine-1-carboxylate ClC1=C(C=C(N=N1)N[C@H]1CN(CCC1)C(=O)OC(C)(C)C)CC